IC=1C=C2C(=CC1)N(C(C21OC2=C(C=CC=C2)C12C(N(C1=CC=C(C=C21)I)C)=O)=O)C 5,5''-Diiodo-1,1''-dimethyldispiro[indoline-3,2'-benzofuran-3',3''-indoline]-2,2''-dione